BrCC(C(C)C)=O bromo-3-methylbutan-2-one